4-(6-(difluoromethyl)-5-methylpyridin-3-yl)-8-fluoro-1,2,2-trimethyl-1,2-dihydroquinazoline FC(C1=C(C=C(C=N1)C1=NC(N(C2=C(C=CC=C12)F)C)(C)C)C)F